FC(C=1N=CN(C1)CC=1C=C(C=CC1OC1=CC=CC=C1)N1C(N(C(NC1=O)=O)C1=CC(=CC=C1)C)=O)F 1-(3-{[4-(Difluoromethyl)-1H-imidazol-1-yl]methyl}-4-phenoxyphenyl)-3-(3-methylphenyl)-1,3,5-triazine-2,4,6-trione